N-(2-(4-chloro-1-(3-chloro-4-((3,5-difluoropyridin-2-yl)methoxy-d2)-5',6-dimethyl-2-Carbonyl-2H-[1,4'-bipyridine]-2'-yl)-1H-pyrazol-3-yl)propan-2-yl)acetamide ClC=1C(=NN(C1)C1=NC=C(C(=C1)N1C(C(=C(C=C1C)OC([2H])([2H])C1=NC=C(C=C1F)F)Cl)=C=O)C)C(C)(C)NC(C)=O